2-Methylsulfonyl-5-pyrimidinecarboxylic acid CS(=O)(=O)C1=NC=C(C=N1)C(=O)O